N-(3-((4-fluorophenyl)amino)-2,3-dihydro-1H-inden-5-yl)acrylamide FC1=CC=C(C=C1)NC1CCC2=CC=C(C=C12)NC(C=C)=O